NC1=NNC2=C(C=C(C=C12)C1=CC(=NC=C1)NC(=O)NCCC)Br 1-(4-(3-amino-7-bromo-1H-indazol-5-yl)pyridin-2-yl)-3-propylurea